C(C=CC)S 2-Buten-1-thiol